C(C1=CC=CC=C1)O[C@H]1[C@@H]2[C@@H](O[C@]1(CCO2)COCC2=CC=CC=C2)N2C1=NC=NC(=C1N=C2)NC(C2=CC=CC=C2)=O 9-{2,6-anhydro-3-O-benzyl-4-[(benzyloxy)methyl]-5-deoxy-α-L-lyxo-hexofuranosyl}-N-benzoyl-9H-purin-6-amine